C1=C(C=CC2=CC=CC=C12)N(C1(C=CC(N)(C=C1)N(C1=CC=CC=C1)C1=CC2=CC=CC=C2C=C1)C1=CC=C(N)C=C1)C1=CC=CC=C1 N,N'-di(naphthalen-2-yl)-N,N'-diphenyl-benzidine-1,4-diamine